FC1(CCN(CC1)C(=O)C=1C=C2C=CC(=C(C2=CC1)C=1C=C2C=CN(C(C2=CC1)=O)C)F)F 6-[6-(4,4-difluoropiperidine-1-carbonyl)-2-fluoro-1-naphthyl]-2-methyl-isoquinolin-1-one